ClC1=C(C=CC(=C1)C(F)(F)F)N1C(CCCC1)C1=C(C(=O)O)C=CC=C1 (1-(2-chloro-4-(trifluoromethyl)phenyl)piperidin-2-yl)benzoic acid